N1=CC=C(C=C1)CC(=O)OC1=C(C=2NC(C=CC2S1)C)N(CC1C(CCCC1)C)C 5-methyl-3-(methyl((2-methylcyclohexyl)methyl)amino)-4,5-dihydrothieno[3,2-b]pyridin-2-yl 2-(pyridin-4-yl)acetate